3-(3-fluoro-2-methoxyanilino)-2-(3-{[(2R)-1-methylazetidin-2-yl]methoxy}pyridin-4-yl)-1,5,6,7-tetrahydro-4H-pyrrolo[3,2-c]pyridin-4-one FC=1C(=C(NC2=C(NC3=C2C(NCC3)=O)C3=C(C=NC=C3)OC[C@@H]3N(CC3)C)C=CC1)OC